(R)-N-methyl-2-((1-oxo-4-(o-tolyl)-1,2-dihydroisoquinolin-7-yl)oxy)propenamide CNC(C(=C)OC1=CC=C2C(=CNC(C2=C1)=O)C1=C(C=CC=C1)C)=O